2-(4-methoxyphenyl)-1,3-thiazol COC1=CC=C(C=C1)C=1SC=CN1